ClC=1N=CC2=C(N1)C(=NN2C(=O)OC(C)(C)C)C=2C=NC(=CC2)N2CCOCC2 tert-Butyl 5-chloro-3-(6-morpholinopyridin-3-yl)-1H-pyrazolo[4,3-d]pyrimidine-1-carboxylate